4-(7-fluoro-1-(4-(trifluoromethyl)phenyl)-1H-indazol-3-yl)-1-((2-(2-methoxyethoxy)pyrimidin-4-yl)methyl)pyridin-2(1H)-one FC=1C=CC=C2C(=NN(C12)C1=CC=C(C=C1)C(F)(F)F)C1=CC(N(C=C1)CC1=NC(=NC=C1)OCCOC)=O